BrC=1C=C(C=C(C1)F)C1(CC(C1)CC#N)C1=NN=CN1C 2-(3-(3-bromo-5-fluorophenyl)-3-(4-methyl-4H-1,2,4-triazol-3-yl)cyclobutyl)acetonitrile